Cl.Cl.CNCC1=CC(=NC=C1)OCC(F)(F)F N-Methyl-1-(2-(2,2,2-trifluoroethoxy)pyridin-4-yl)methanamine dihydrochloride